C1(=CC=CC=C1)P(C1=CC=CC=C1)(C1=CC=CC=C1)[Pd-] triphenylphosphino-palladium(0)